(R)-4-isopropyl-5-(8-methyl-[1,2,4]triazolo[1,5-a]pyridin-6-yl)-N-(piperidin-3-yl)-1H-pyrazole-3-carboxamide C(C)(C)C=1C(=NNC1C=1C=C(C=2N(C1)N=CN2)C)C(=O)N[C@H]2CNCCC2